3-(1H-pyrazol-1-yl)propanoate N1(N=CC=C1)CCC(=O)[O-]